{4-[7-(tert-butoxycarbonyl)-2,7-diazaspiro[3.5]non-2-yl]quinazolin-6-yl}propanoic acid C(C)(C)(C)OC(=O)N1CCC2(CN(C2)C2=NC=NC3=CC=C(C=C23)C(C(=O)O)C)CC1